[Br-].C[N+](CCCCCCCCCCCCCCCC)(C)C N,N,N-trimethylhexadecane-1-aminium bromide